2-(2-((2,6-dimethylphenyl)amino)-2-oxoethyl)-1-(2-(ethylamino)-2-oxoethyl)-1H-pyrazol-2-ium bromide [Br-].CC1=C(C(=CC=C1)C)NC(C[N+]=1N(C=CC1)CC(=O)NCC)=O